8-((4-(((tert-butoxycarbonyl)(methyl)amino)methyl)phenyl)amino)-8-oxooctanoic acid C(C)(C)(C)OC(=O)N(C)CC1=CC=C(C=C1)NC(CCCCCCC(=O)O)=O